dimethyl-heptatriene CC(=CC=CC=CC)C